Dipalmitoylethylphosphorylcholine C(CCCCCCCCCCCCCCC)(=O)C(C(O)=P(=O)CC)([N+](C)(C)C)C(CCCCCCCCCCCCCCC)=O